[Cl-].NC1=C[N+](=NO1)C1=CC=CC=C1 5-amino-3-phenyl-1,2,3-oxadiazol-3-ium chloride